5-chloro-N-((1r,4r)-4-((3-(3-methyl-1H-indazol-5-yl)-2-oxo-2,3-dihydro-1H-benzo[d]imidazol-1-yl)methyl)cyclohexyl)-2-(trifluoromethyl)nicotinamide ClC=1C=NC(=C(C(=O)NC2CCC(CC2)CN2C(N(C3=C2C=CC=C3)C=3C=C2C(=NNC2=CC3)C)=O)C1)C(F)(F)F